(3-methylimidazo[1,2-b]pyridazin-6-yl)-N-(6-(4-methylpiperazin-1-yl)pyridin-3-yl)-7H-pyrrolo[2,3-d]pyrimidin-2-amine CC1=CN=C2N1N=C(C=C2)C=2C1=C(N=C(N2)NC=2C=NC(=CC2)N2CCN(CC2)C)NC=C1